C1(CC1)N1N=CC(=C1)C1=CC(=NC=C1)N(C(=O)[C@@H]1CC[C@H](CC1)C(=O)OC)C[C@@H]1CC[C@H](CC1)C1=NC(=C(C=C1)OC)C trans-Methyl 4-((4-(1-cyclopropyl-1H-pyrazol-4-yl)-pyridin-2-yl)((trans-4-(5-methoxy-6-methylpyridin-2-yl)cyclohexyl)methyl)-carbamoyl)-cyclohexanecarboxylate